[Br-].C(=O)(O)CCCCCN1C(C(C2=CC=CC=C12)(C)C)=CC=C1C(=C(CCC1)C=CC1=[N+](C2=CC=CC=C2C1(C)C)C)Cl 2-(2-(3-(2-(1-(5-carboxypentyl)-3,3-dimethylindolin-2-ylidene)ethylidene)-2-chlorocyclohex-1-en-1-yl)vinyl)-1,3,3-trimethyl-3H-indol-1-ium bromide